2-chloro-N-cyclopropyl-5-[1-methyl-5-[2-methyl-5-(1,1,2,2,2-pentafluoroethyl)-4-(trifluoromethyl)pyrazol-3-yl]imidazol-2-yl]benzamide ClC1=C(C(=O)NC2CC2)C=C(C=C1)C=1N(C(=CN1)C=1N(N=C(C1C(F)(F)F)C(C(F)(F)F)(F)F)C)C